Cl.C1(=CCCCC1)C1=CC2=C(C=N1)C(CN2)(C)C 6-Cyclohex-1-enyl-3,3-dimethyl-2,3-dihydro-1H-pyrrolo[3,2-c]pyridine, Hydrochloride Salt